4-[(4-ethylphenyl)methyl]-3-(β-D-glucopyranosyloxy)-1-(3-hydroxypropyl)-5-methyl-1H-pyrazole C(C)C1=CC=C(C=C1)CC=1C(=NN(C1C)CCCO)O[C@H]1[C@H](O)[C@@H](O)[C@H](O)[C@H](O1)CO